C(#N)C[C@@H]1N(CCN(C1)C1=NC(=NC=2CC3(CCC4=CC=CC=C34)CCC12)OC[C@H]1NCCC1)C(=O)OC(C)(C)C tert-butyl (2S)-2-(cyanomethyl)-4-[2-[[(2S)-pyrrolidin-2-yl]methoxy]spiro[6,8-dihydro-5H-quinazoline-7,1'-indane]-4-yl]piperazine-1-carboxylate